N-(4-cyclobutyl-3-(2,4-difluorophenyl)-1-methyl-1H-pyrazol-5-yl)-4,4,4-trifluoro-3,3-dimethylbutanamide C1(CCC1)C=1C(=NN(C1NC(CC(C(F)(F)F)(C)C)=O)C)C1=C(C=C(C=C1)F)F